NCCCC1=NN(C=2C=CC=C(C12)C1=C(C=C2C=NN(C2=C1)C)F)CC(=O)NCC(=O)NCC(=O)O (2-{2-[3-(3-aminopropyl)-5'-fluoro-1'-methyl-[4,6'-biindazol]-1-yl]acetamido}acetamido)acetic acid